(R)-2-(tert-butoxycarbonyl)-4-methylpentanoic acid C(C)(C)(C)OC(=O)[C@@H](C(=O)O)CC(C)C